NC(C(=O)N[C@@H](CO[C@H]1[C@H](N(CC1)C(CN1N=C(C=C1C(F)(F)F)C1CC1)=O)C1=C(C(=CC(=C1)F)C)Cl)C)=C 2-Amino-N-[(2R)-1-{[(2R,3R)-2-(2-chloro-5-fluoro-3-methylphenyl)-1-{2-[3-cyclopropyl-5-(trifluoromethyl)-1H-pyrazol-1-yl]acetyl}pyrrolidine-3-yl]oxy}propan-2-yl]propenamide